hexan-1-al C(CCCCC)=O